C(C)(C)(C)OC(=O)N1C2CN(CC1CC2)C2=NC(=NC1=C(C(=C(C=C21)F)C2=CC(=CC1=CC=CC=C21)OCOC)F)OCC2CC2 2-(((4-(8-(tert-butoxycarbonyl)-3,8-diazabicyclo[3.2.1]octan-3-yl)-6,8-difluoro-7-(3-(methoxymethoxy)naphthalen-1-yl)quinazolin-2-yl)oxy)methyl)cyclopropane